(R)-1-butyl-3-methyl-3,4-dihydro-1H-2-quinoxalinone C(CCC)N1C([C@H](NC2=CC=CC=C12)C)=O